CC(CC(C)(C)C)(C)C=1C=CC=2NC3=CC=C(C=C3SC2C1)C(CC(C)(C)C)(C)C 3,7-bis(1,1,3,3-tetramethylbutyl)-10H-phenothiazine